OC(CC(C(=O)O)=C)CCCC.C(C=C)(=O)OCCO 2-hydroxyethyl acrylate (2-hydroxyhexyl acrylate)